4-[(2-Chloropyrimidin-4-yl)oxymethyl]-3-iodo-benzonitrile ClC1=NC=CC(=N1)OCC1=C(C=C(C#N)C=C1)I